methyl 2-(4-(1-(tert-butoxycarbonyl) pyrrolidin-2-yl)-2,3-difluorophenyl)-6-methoxybenzo[d]imidazo[2,1-b]thiazole-7-carboxylate C(C)(C)(C)OC(=O)N1C(CCC1)C1=C(C(=C(C=C1)C=1N=C2SC3=C(N2C1)C=C(C(=C3)C(=O)OC)OC)F)F